4-[5-(2-aminoethyl)pyridin-2-yl]-3-[2-methyl-5-(oxolan-3-yl)pyrazol-3-yl]oxybenzonitrile NCCC=1C=CC(=NC1)C1=C(C=C(C#N)C=C1)OC=1N(N=C(C1)C1COCC1)C